ClC=1N=C(N2N=C(N=CC21)N[C@@H]2[C@H](CN(CC2)S(=O)(=O)C)F)CC(C)C (3S,4S)-N-[5-chloro-7-(2-methylpropyl)imidazo[4,3-f][1,2,4]triazin-2-yl]-3-fluoro-1-methanesulfonylpiperidin-4-amine